C(#N)C1=NC=C(C=N1)OC1=CC=C(C=C1)C(C)(C)C1=CC=C(OCO)C=C1 (4-(2-(4-((2-cyanopyrimidin-5-yl)oxy)phenyl)propan-2-yl)phenoxy)methanol